5-((4-methoxybenzyl)thio)-1,3,6-trimethylpyridin-2(1H)-one COC1=CC=C(CSC=2C=C(C(N(C2C)C)=O)C)C=C1